hexamethylenebis(3,5-di-t-butyl-4-hydroxy-cinnamamide) C(C)(C)(C)C=1C=C(C=C(C(=O)N)CCCCCCC(C(=O)N)=CC2=CC(=C(C(=C2)C(C)(C)C)O)C(C)(C)C)C=C(C1O)C(C)(C)C